2,3-difluoro-4-(4,4,5,5-tetramethyl-1,3,2-dioxaborolan-2-yl)phenol FC1=C(C=CC(=C1F)B1OC(C(O1)(C)C)(C)C)O